CN1N=C(C=2C(C1=O)=CC(N(C2)C2CCOCC2)=O)N[C@H](C)C2=CC(=CC=C2)C(F)(F)F (R)-2-methyl-6-(tetrahydro-2H-pyran-4-yl)-4-((1-(3-(trifluoromethyl)phenyl)ethyl)amino)-2,6-dihydropyrido[3,4-d]pyridazine-1,7-dione